N[C@@H](C)C=1N(C(C2=C(C=CC=C2C1)C#CC1CN(C(C1)=O)CC1=C(C=C(C=C1)OC)OC)=O)C1=CC=CC=C1 3-((1S)-1-aminoethyl)-8-(2-(1-((2,4-dimethoxyphenyl)methyl)-5-oxopyrrolidine-3-yl)ethynyl)-2-phenylisoquinolin-1-one